2-((2-chloroethoxy)ethoxy)ethane ClCCOCCOCC